7-Cyclopropyl-4-oxo-6-{[m-(trifluoromethyl)phenyl]-methyl}-1-thia-3a-aza-3-indancarboxylic acid C1(CC1)C=1C(=CC(N2C(CSC12)C(=O)O)=O)CC1=CC(=CC=C1)C(F)(F)F